C12(CC(C1)C2)N2C(=NC1=C2C=C(C=C1)C(=O)N)C=1N(C(C(=C(N1)C(NC=1C=NOC1)=O)O)=O)C 1-(bicyclo[1.1.1]pentan-1-yl)-2-(5-hydroxy-4-(isoxazol-4-ylcarbamoyl)-1-methyl-6-oxo-1,6-dihydropyrimidin-2-yl)-1H-benzo[d]imidazole-6-carboxamide